C(#N)C1=CC(=C(C=C1)COC1=CC=CC(=N1)N1CCC(CC1)=CC1=NC=2C(=NC(=CC2)C(=O)O)N1C[C@H]1OCC1)F 2-[[1-[6-[(4-cyano-2-fluoro-phenyl)methoxy]-2-pyridyl]-4-piperidylidene]methyl]-3-[[(2S)-oxetan-2-yl]methyl]imidazo[4,5-b]pyridine-5-carboxylic acid